N-(4-cyclobutyl-3-(3,3-difluoro-cyclobutyl)-1-methyl-1H-pyrazol-5-yl)-3-(trifluoromethyl)-bicyclo[1.1.1]pentane-1-carboxamide C1(CCC1)C=1C(=NN(C1NC(=O)C12CC(C1)(C2)C(F)(F)F)C)C2CC(C2)(F)F